tert-butyl (6-(4-(4-carbamoylphenyl)-2-oxobutyl)spiro[3.3]heptan-2-yl)carbamate carbamate C(N)(O)=O.C(N)(=O)C1=CC=C(C=C1)CCC(CC1CC2(CC(C2)NC(OC(C)(C)C)=O)C1)=O